5-(6-bromo-3-methylhex-3-en-1-yl)benzo[d][1,3]dioxole BrCCC=C(CCC1=CC2=C(OCO2)C=C1)C